[N+](=O)([O-])C1=NNC=C1[N+](=O)[O-] 3,4-dinitro-pyrazole